[I-].O\N=C\C1=[N+](C=CC(=C1)OC=1C=C(C=CC1)C)C (E)-2-((hydroxyimino)methyl)-1-methyl-4-(m-tolyloxy)pyridine-1-ium iodide